BrC1=CC=CC=2C3=C(OC21)C=CC=2C=CC=CC23 8-bromonaphtho[2,1-b]benzofuran